2,3'-dimethoxybenzidine COC1=C(C=CC(=C1)N)C1=CC(=C(N)C=C1)OC